tert-butyl-2-chloro-4-oxo-4,6-dihydrospiro[cyclopenta[d]thiazole-5,4'-piperidine] C(C)(C)(C)N1CCC2(CC1)CC1=C(N=C(S1)Cl)C2=O